CN(C1CCNCC1)C N,N-dimethylpiperidin-4-amin